Cl.N[C@@H](C(=O)N(C)C)C (R)-2-amino-N,N-dimethylpropanamide hydrochloride